C(=O)=[Cr]=C=O dicarbonyl-chromium